N-(3-((3-Chloro-4-methylphenyl)ethynyl)-1-methyl-1H-pyrrolo[2,3-b]pyridin-5-yl)acrylamide ClC=1C=C(C=CC1C)C#CC1=CN(C2=NC=C(C=C21)NC(C=C)=O)C